4-[3-(4-tert-Butylphenylamino)-2-hydroxypropyl]-1,3-dihydroimidazole-2-thione C(C)(C)(C)C1=CC=C(C=C1)NCC(CC=1NC(NC1)=S)O